2-ethoxy-5-[(E)-prop-1-enyl]phenol C(C)OC1=C(C=C(C=C1)\C=C\C)O